C(=O)(O)C=1C=CC=C(C1)B1OC(C)(C)C(C)(C)O1 5-carboxyl-phenylboronic acid pinacol ester